FC1=CC=C(C=C1)/C=C/C[N+]1=C2N(C(C(=C1O)C1=CC(=CC=C1)C(F)(F)F)=O)C=CC=C2 (E)-1-(3-(4-fluorophenyl)allyl)-4-oxo-3-(3-(trifluoromethyl)phenyl)-4H-pyrido[1,2-a]pyrimidin-1-ium-2-ol